C(C)C=1SC(=CC1NC(C1=C(C=C(C=C1)C(F)(F)F)S(=O)(=O)CC)=O)C(C(F)(F)F)(F)F N-[2-ethyl-5-(pentafluoroethyl)thiophen-3-yl]-2-(ethylsulfonyl)-4-(trifluoromethyl)benzamide